COC(=O)C1=NC=CN(C1=O)C1=NC=C(C=C1)F 4-(5-fluoropyridin-2-yl)-3-oxo-3,4-dihydropyrazine-2-carboxylic acid methyl ester